1,1-diphenyl-N-(trimethylsilyl)-1-(4-vinylphenyl)-λ5-phosphanimine C1(=CC=CC=C1)P(=N[Si](C)(C)C)(C1=CC=C(C=C1)C=C)C1=CC=CC=C1